1-(6-(4-isopropyl-4H-1,2,4-triazol-3-yl)pyridin-2-yl)-3-(2-methyl-4-(methylsulfonyl)phenyl)imidazolidin-2-one C(C)(C)N1C(=NN=C1)C1=CC=CC(=N1)N1C(N(CC1)C1=C(C=C(C=C1)S(=O)(=O)C)C)=O